CCOC(=O)CCNCCC[Si](OCC)(C)C N-(2-ethoxycarbonyl)ethyl-3-aminopropyldimethylethoxysilane